Methylenebistoluene diisocyanate C(CC=1C(N=C=O)=CC(N=C=O)=CC1)CC=1C(N=C=O)=CC(N=C=O)=CC1